(1-methylpiperidin-4-yl)isoindoline-2-carbonitrile CN1CCC(CC1)C1N(CC2=CC=CC=C12)C#N